((S)-1-(((S)-4-(ethylamino)-3,4-dioxo-1-((S)-2-oxopyrrolidin-3-yl)butan-2-yl)amino)-1-oxo-3-phenylpropan-2-yl)carbamic acid 2-(3-chlorophenyl)-2,2-difluoro-1-phenylethyl ester ClC=1C=C(C=CC1)C(C(C1=CC=CC=C1)OC(N[C@H](C(=O)N[C@@H](C[C@H]1C(NCC1)=O)C(C(=O)NCC)=O)CC1=CC=CC=C1)=O)(F)F